(S)-3-(2-(2-methylazetidin-1-yl)-6-(trifluoromethyl)pyrimidin-4-yl)-5-(piperidin-4-yl)-1,2,4-oxadiazole C[C@@H]1N(CC1)C1=NC(=CC(=N1)C1=NOC(=N1)C1CCNCC1)C(F)(F)F